N-((3r,5s)-5-((1H-1,2,3-triazol-1-yl)methyl)-1-cyanopyrrolidin-3-yl)-5-(5-cyano-2-cyclopropylphenyl)-1,3,4-oxadiazole-2-carboxamide N1(N=NC=C1)C[C@@H]1C[C@H](CN1C#N)NC(=O)C=1OC(=NN1)C1=C(C=CC(=C1)C#N)C1CC1